FC=1C=CC(=NC1)S(=O)(=O)NC1=C(C(=CC(=C1)C=1C=C2C(=NC=NC2=CC1)N1CCN(CC1)C(\C=C\C(C)=O)=O)F)OC (E)-5-fluoro-N-(3-fluoro-2-methoxy-5-(4-(4-(4-oxopent-2-enoyl)piperazin-1-yl)quinazolin-6-yl)phenyl)pyridine-2-sulfonamide